tert-butyl N-(2-cyanoethyl)carbamate CC(C)(C)OC(=O)NCCC#N